4,4-Bis(4-hydroxyphenyl)heptane OC1=CC=C(C=C1)C(CCC)(CCC)C1=CC=C(C=C1)O